S1C(=NC2=C1C=CC=C2)NC2=C(C=C(N=N2)N(C=2SC(=C(N2)C(=O)O)CCCOC2=C(C=C(C=C2)C#CC[NH+](C)C)F)C)C 3-(4-(3-(2-((6-(benzo[d]thiazol-2-ylamino)-5-methylpyridazin-3-yl)(methyl)amino)-4-carboxythiazol-5-yl)propoxy)-3-fluorophenyl)-N,N-dimethylprop-2-yn-1-aminium